NC1=NC(=CC(=C1)C1=NC(=CC(=N1)C1S(CCC1)(=N)=O)N1[C@@H](COCC1)C)Cl 2-(2-(2-amino-6-chloropyridin-4-yl)-6-((R)-3-methylmorpholino)pyrimidin-4-yl)-1-iminotetrahydro-1H-1λ6-thiophene 1-oxide